NC1=C(C(=NN1C1CC(C1)N1CCC1)C1=CC=C2C=CC(=NC2=C1)C1=CC=CC=C1)C(=O)N 5-amino-1-(3-(azetidin-1-yl)cyclobutyl)-3-(2-phenylquinolin-7-yl)-1H-pyrazole-4-carboxamide